C(=O)(O)CN(C1=C(C=CC(=C1)NC(=O)C1=CC=C(C=C1)OC)N(CC(=O)O)CC(=O)O)CC(=O)O N-{2-[bis(carboxymethyl)amino]-4-{[(4-methoxyphenyl)carbonyl]amino}phenyl}-N-(carboxymethyl)glycine